(S)-methyl-5-amino-4-[[1-(3-ethoxy-4-methoxyphenyl)-2-(methylsulfonyl)ethyl]aminocarbonyl]thiophene-3-carboxylate COC(=O)C1=CSC(=C1C(=O)N[C@H](CS(=O)(=O)C)C1=CC(=C(C=C1)OC)OCC)N